1-methyl-N-pyrimidin-4-yl-2-[3-(trifluoro-methyl)phenyl]pyrrolo[3,2-c]pyridin-6-amine CN1C(=CC=2C=NC(=CC21)NC2=NC=NC=C2)C2=CC(=CC=C2)C(F)(F)F